phosphate calcium [Ca+2].P(=O)([O-])([O-])[O-].P(=O)([O-])([O-])[O-].[Ca+2].[Ca+2]